COC(=O)C1(CCC2(C(=CC3=CC(=C(C=C23)OC)C)Br)CC1)NC1=CC(=CC=C1)Cl (1s,4s)-2'-bromo-4-(3-chloroanilino)-6'-methoxy-5'-methyl-spiro[cyclohexane-1,1'-indene]-4-carboxylic acid methyl ester